[Cl-].[Cl-].C1(=CC=CC=C1)C(C1=CC=CC=C1)=[Zr+2](C1=C(C=CC=2C3=CC=C(C=C3CC12)C(C)(C)C)C(C)(C)C)C1(C=C(C=C1)C(C)(C)C)CC diphenylmethylene(1-ethyl-3-t-butyl-cyclopentadienyl)(2,7-di-t-butyl-fluorenyl)zirconium dichloride